ClC1=CC2=C(C=N1)C(=NN2)C#CC2CN(CC2)C 6-chloro-3-((1-methylpyrrolidin-3-yl)ethynyl)-1H-pyrazolo[4,3-c]pyridine